NC1=C(C=2C(=NC=C(C2)Cl)N1C1=C(C2=C(C=CO2)C=C1C)C)C#N 2-amino-5-chloro-1-(5,7-dimethylbenzofuran-6-yl)-1H-pyrrolo[2,3-b]pyridine-3-carbonitrile